ClC1=CC(N(C(=N1)C)C1=C(C(=CC=C1)Cl)Cl)=O 6-chloro-3-(2,3-dichlorophenyl)-2-methyl-3,4-dihydropyrimidin-4-one